Methyl 2-allyl-1-benzyl-4-methoxy-3-oxoindoline-2-carboxylate C(C=C)C1(N(C2=CC=CC(=C2C1=O)OC)CC1=CC=CC=C1)C(=O)OC